(E)-1-(2-((4-((2-(aminomethyl)-3-fluoroallyl)oxy)phenyl)sulfonyl)ethyl)piperidin-2-one NC/C(/COC1=CC=C(C=C1)S(=O)(=O)CCN1C(CCCC1)=O)=C\F